C(C)(C)(C)OC(C1=CC(=C(C=C1)N)NC[C@@H](C)OC)=O.OCC1=C(C=C(C=C1)S(=O)(=O)N(CC1=CC=C(C=C1)OC)CC1=CC=C(C=C1)OC)C(F)(F)F 4-(hydroxymethyl)-N,N-bis(4-methoxybenzyl)-3-(trifluoromethyl)benzenesulfonamide Tert-butyl-(R)-4-amino-3-((2-methoxypropyl)amino)benzoate